ClCCCNC(C1=CC=C(C=C1)C#C)=O N-(3-chloropropyl)-4-acetylenyl-benzamide